CN1C(C(=CC(=C1)C1=CC2=C(N=C(N2CCOC(F)(F)F)C2COCC2)C=C1)C)=O 1,3-dimethyl-5-[2-tetrahydrofuran-3-yl-3-[2-(trifluoromethoxy)ethyl]benzimidazol-5-yl]pyridin-2-one